FC1=CC=C(C=C1)C1=CC(=NC(=C1)NC1=NC=CN=C1)N[C@@H](C)C1=CC=C(C=C1)F (S)-4-(4-fluorophenyl)-N2-[1-(4-fluorophenyl)ethyl]-N6-(pyrazin-2-yl)pyridine-2,6-diamine